(1R,3S,5R)-2-(2-(3-acetyl-5-(2-methylpyrimidin-5-yl)-1H-indazol-1-yl)acetyl)-5-methyl-N-((S)-1-(p-tolyl)ethyl)-2-azabicyclo[3.1.0]hexane-3-carboxamide C(C)(=O)C1=NN(C2=CC=C(C=C12)C=1C=NC(=NC1)C)CC(=O)N1[C@@H]2C[C@@]2(C[C@H]1C(=O)N[C@@H](C)C1=CC=C(C=C1)C)C